CN1C2=C(OC[C@@H](C1=O)NC(C(=O)NCCC1=CC=CC=C1)=O)C=CC=C2 (S)-N1-(5-methyl-4-oxo-2,3,4,5-tetrahydrobenzo[b][1,4]oxazepin-3-yl)-N2-phenethyloxalamide